3,3-Bis(4-methoxyphenyl)-10-[4-(4-(4-(trans-4-pentylcyclohexyl)phenyl)benzamido)phenyl]-5,7-difluoro-13,13-dimethyl-3,13-dihydroindeno[2',3':3,4]naphtho[1,2-b]pyran COC1=CC=C(C=C1)C1(C=CC2=C(O1)C=1C(=CC(=CC1C1=C2C(C2=CC=C(C=C21)C2=CC=C(C=C2)NC(C2=CC=C(C=C2)C2=CC=C(C=C2)[C@@H]2CC[C@H](CC2)CCCCC)=O)(C)C)F)F)C2=CC=C(C=C2)OC